β-hydroxyethylaminobenzene OCCNC1=CC=CC=C1